2-(m-fluorophenyl)-4-phenyl-2H-chromene FC=1C=C(C=CC1)C1OC2=CC=CC=C2C(=C1)C1=CC=CC=C1